[Si](C)(C)(C(C)(C)C)C[Si](C)(C(C)(C)C)Cl TBDMSTert-Butyldimethyl-silyl chloride